NC=1C=CC(=NC1)OC1=C(C=C(C#N)C=C1)C(C)(C)C 4-[(5-amino-2-pyridinyl)oxy]-3-(1,1-dimethyl-ethyl)benzonitrile